N1(CCCCC1)CCOC1=CC=C(C=C1)C=1C=C2C(=NC1)NC=C2C2=NNC=C2 5-(4-[[2-(hexahydropyridin-1-yl)ethyl]oxy]phenyl)-3-(1H-pyrazol-3-yl)-1H-pyrrolo[2,3-b]pyridine